FC(OC1CN(C1)C=O)F [3-(difluoromethoxy)azetidin-1-yl]methanone